C(O)(O)=O.CC(C=C)CC 3-methylpentene carbonate